O=C(C(=O)N)N1[C@H](CC[C@@H](C1)C)C=1C=CC2=CN(N=C2C1)C(C)C |r| 2-Oxo-2-[rac-(2R,5S)-2-(2-isopropylindazol-6-yl)-5-methyl-1-piperidyl]acetamide